C(C1=CC=CC=C1)C1=NC(=NO1)C1=CC(=C(C=C1)C)[N+](=O)[O-] 5-benzyl-3-(4-methyl-3-nitrophenyl)-1,2,4-oxadiazole